(1s,3r)-3-({6-[2-hydroxy-4-(trifluoromethyl)phenyl]-5-methyl-1,2,4-triazin-3-yl}amino)cyclopentane-1-carboxylic acid OC1=C(C=CC(=C1)C(F)(F)F)C1=C(N=C(N=N1)N[C@H]1C[C@H](CC1)C(=O)O)C